BrCCOC1=CC=C(C[C@H](N)C(=O)O)C=C1 O-(2-Bromoethyl)-tyrosine